2-chloro-4,4-dimethyl-5,6-dihydrobenzo[b]Thiophene ClC1C=C2C(S1)=CCCC2(C)C